FC1=C(C=C(C(=C1)C)C1=CC2=C(N=C(N=C2)NC2COC2)N2C1=NCC2)N(C(=O)C2(CC2)C(=O)N)C2=CC=C(C=C2)F N-(2-fluoro-4-methyl-5-(2-(oxetan-3-ylamino)-8,9-dihydroimidazo[1',2':1,6]pyrido[2,3-d]pyrimidin-6-yl)phenyl)-N-(4-fluorophenyl)cyclopropane-1,1-dicarboxamide